CN1C=NC=2C(N(C=3N=C(C=CC3C21)C(F)(F)F)C=2C(=NC=NC2)C)=O 1-methyl-5-(4-methylpyrimidin-5-yl)-7-(trifluoromethyl)-1,5-dihydro-4H-imidazo[4,5-c][1,8]Naphthyridin-4-one